C(CCCCCCCCCCCCC)N1C(=C(C(C=C1)=O)OC(=O)C(C)(C)C)C N-tetradecyl-2-methyl-3-tert-butylcarbonyloxy-pyridin-4-one